Cl.N[C@H](C)C=1C=C(C=C2C(N(C(=NC12)C=1C=NC(=NC1)C)C)=O)C 8-[(R)-1-aminoethyl]-3-methyl-6-methyl-2-(2-methyl-5-pyrimidinyl)-4(3H)-quinazolinone hydrogen chloride